1,2,7-tribromocarbazole BrC1=C(C=CC=2C3=CC=C(C=C3NC12)Br)Br